NC1=C(C=2C(=NC=C(C2S1)F)C=1C2=C(C=3C=NC(=NC3C1F)N1[C@H]([C@H](CC1)N(CCO)CC)C)COC2)C#N 2-Amino-4-(3-((2S,3S)-3-(ethyl(2-hydroxyeth-yl)amino)-2-methyl-pyrrolidin-1-yl)-5-fluoro-7,9-dihydrofuro-[3,4-f]quinazolin-6-yl)-7-fluorothieno[3,2-c]-pyridine-3-carbonitrile